(R)-5-(3-(dimethylamino)pyrrolidin-1-yl)-2-methylbenzoic acid CN([C@H]1CN(CC1)C=1C=CC(=C(C(=O)O)C1)C)C